(3-(2-(3-cyano-4-fluorobenzyl)-5-fluorophenoxy) propyl) carbamate C(N)(OCCCOC1=C(C=CC(=C1)F)CC1=CC(=C(C=C1)F)C#N)=O